[SnH]1=CC=CC=C1 stannainine